C(C)OC(=O)C=1C=NN(C1)CC1=CC=C(C=C1)C(F)(F)F 1-[[4-(trifluoromethyl)phenyl]methyl]pyrazole-4-carboxylic acid ethyl ester